ClC1=C(C=C(C=C1F)[C@@H]1CCC2=NN(C(N21)=O)C21CC(C2)(C1)F)F (S)-5-(4-chloro-3,5-difluorophenyl)-2-(3-fluorobicyclo[1.1.1]pentan-1-yl)-2,5,6,7-tetrahydro-3H-pyrrolo[2,1-c][1,2,4]triazol-3-one